C1(CC1)C=1C=NN(C1CO[C@H]1[C@@H]2[C@H](N([C@H](C1)C2)C2=CC(=C(C(=O)NS(=O)(=O)C1CCOCC1)C=C2)F)C)C2=C(C=CC=C2Cl)Cl 4-((1S,3R,4S,5R)-5-((4-Cyclopropyl-1-(2,6-dichlorophenyl)-1H-pyrazol-5-yl)methoxy)-3-methyl-2-azabicyclo[2.2.1]heptan-2-yl)-2-fluoro-N-((tetrahydro-2H-pyran-4-yl)sulfonyl)-benzamid